C(O[C@H]1[C@@H](O[C@]([C@H]1OCC1=CC=CC=C1)(CF)COCC1=CC=CC=C1)N1C(N=C(C(=C1)F)N)=O)(OC1=CC=CC=C1)=S O-((2R,3R,4S,5R)-2-(4-amino-5-fluoro-2-oxopyrimidin-1(2H)-yl)-4-(benzyloxy)-5-((benzyloxy)methyl)-5-(fluoromethyl)tetrahydrofuran-3-yl) O-phenyl carbonothioate